3-cyano-1-cyclopropyl-methyl-1H-indole Lithium-Barium [Ba].[Li].C(#N)C1=C(N(C2=CC=CC=C12)C1CC1)C